5-(3-(4-((4-((8-cyclopentyl-7-oxo-7,8-dihydropyrido[2,3-d]pyrimidin-2-yl)amino)piperidin-1-yl)sulfonyl)phenoxy)azetidin-1-yl)-2-(2,6-dioxopiperidin-3-yl)isoindoline C1(CCCC1)N1C(C=CC2=C1N=C(N=C2)NC2CCN(CC2)S(=O)(=O)C2=CC=C(OC1CN(C1)C=1C=C3CN(CC3=CC1)C1C(NC(CC1)=O)=O)C=C2)=O